N-[1-(dicyclopropylmethyl)-2-[[6-(3,5-dimethyl-1H-pyrazol-4-yl)-2-fluoro-3-pyridyl]amino]-2-oxo-ethyl]-2-ethyl-pyrazole-3-carboxamide C1(CC1)C(C(C(=O)NC=1C(=NC(=CC1)C=1C(=NNC1C)C)F)NC(=O)C=1N(N=CC1)CC)C1CC1